ClC1=C(C(=CC(=C1)C(C(F)(F)F)(C(F)(F)F)F)Cl)N1N=CC(=C1)C=1SC=C(N1)C(=O)N 1-[2,6-dichloro-4-(1,1,1,2,3,3,3-heptafluoropropan-2-yl)phenyl]-1H-pyrazol-4-yl-1,3-thiazol-4-carboxamide